[4-[4-methoxy-3-(trifluoromethyl)phenyl]sulfonylmorpholin-2-yl]benzothiophene-2-carboxamide COC1=C(C=C(C=C1)S(=O)(=O)N1CC(OCC1)C1=C(SC2=C1C=CC=C2)C(=O)N)C(F)(F)F